C(C)N1C=NC2=C1N=NC=C2C=2C=CC(=C(C2)C=2C=C1CCN(CC1=CC2OC)C)F 6-(5-(7-ethyl-7H-imidazo[4,5-c]pyridazin-4-yl)-2-fluorophenyl)-7-methoxy-2-methyl-1,2,3,4-tetrahydroisoquinoline